6-chloro-N-(2-methoxy-5-methyl-4-((1-methyl-1H-benzo[d][1,2,3]tri-azol-5-yl)oxy)phenyl)pyrido[3,2-d]pyrimidin-4-amine ClC=1C=CC=2N=CN=C(C2N1)NC1=C(C=C(C(=C1)C)OC1=CC2=C(N(N=N2)C)C=C1)OC